Cl.C(CC)(=O)O propanoic acid HCl salt